C(N)(O[C@@H]1[C@@H](OCC12CCN(CC2)C2=NC(=C(N=C2CO)SC2=C(C(=CC=C2)N=S(=O)(C)C)Cl)C)C)=O ((3S,4S)-8-(5-((2-chloro-3-((dimethyl (oxo)-lambda6-sulfanylidene) amino) phenyl) thio)-3-(hydroxymethyl)-6-methylpyrazin-2-yl)-3-methyl-2-oxa-8-azaspiro[4.5]decan-4-yl) carbamate